5-chloro-3-((3,5-dimethylphenyl)sulfonyl)-N-(5-(phenylsulfonamido)pentyl)-1H-indole-2-carboxamide ClC=1C=C2C(=C(NC2=CC1)C(=O)NCCCCCNS(=O)(=O)C1=CC=CC=C1)S(=O)(=O)C1=CC(=CC(=C1)C)C